C/C(/C(=O)O)=C/C(=O)O α-methylmaleic acid